5-butoxy-2-[4-(4-butoxy-2-hydroxy-phenyl)-6-chloro-1,3,5-triazin-2-yl]phenol C(CCC)OC=1C=CC(=C(C1)O)C1=NC(=NC(=N1)C1=C(C=C(C=C1)OCCCC)O)Cl